methyl 1-(4-(5-(difluoromethyl)-1,3,4-oxadiazol-2-yl)benzyl)-1H-1,2,3-triazole-4-carboxylate FC(C1=NN=C(O1)C1=CC=C(CN2N=NC(=C2)C(=O)OC)C=C1)F